(1R)-(S)-pinanediol [C@]12([C@@](CCC(C1(C)C)C2)(C)O)O